C1(=CC=CC2=CC=CC=C12)N(C1=CC=C(C=C1)C1=CC(=CC=C1)C1=CC=C(C=C1)N(C1=CC=CC=C1)C1=CC=CC2=CC=CC=C12)C1=CC=CC=C1 4,4''-bis{(naphthalen-1-yl)-phenylamino}-1,1':3',1''-terphenyl